C12NCC(C1N1C(=CC=3C(=NC=4C(=C(C(=CC4C31)CCC#N)C3=C(C(=CC=C3)Cl)Cl)F)C)C3N(CC(C3)OC3=NC=CC=C3)C(=O)OC)C2 methyl 2-(1-(2-azabicyclo[2.1.1]hexan-5-yl)-8-(2-cyanoethyl)-7-(2,3-dichlorophenyl)-6-fluoro-4-methyl-1H-pyrrolo[3,2-c]quinolin-2-yl)-4-(pyridin-2-yloxy)pyrrolidine-1-carboxylate